6,7-dimethoxy-4-(3-methoxyphenyl)-2-(4-(4-(methylsulfonyl)phenyl)-1H-pyrazol-1-yl)quinazoline COC=1C=C2C(=NC(=NC2=CC1OC)N1N=CC(=C1)C1=CC=C(C=C1)S(=O)(=O)C)C1=CC(=CC=C1)OC